1-taurinomethyl-pseudouridine C(NCCS(=O)(=O)O)N1C=C([C@H]2[C@H](O)[C@H](O)[C@@H](CO)O2)C(NC1=O)=O